C(C1=CC=CC=C1)OC1CC(C1)=O 3-benzyloxy-cyclobutanone